((4-(3-(pyridin-4-ylmethyl)ureido)phenyl)sulfonyl)piperazine-1-carboxylic acid tert-butyl ester C(C)(C)(C)OC(=O)N1C(CNCC1)S(=O)(=O)C1=CC=C(C=C1)NC(=O)NCC1=CC=NC=C1